tert-Butyl 2,6-dimethyl-4-(((trifluoromethyl)sulfonyl)oxy)-3,6-dihydro-pyridine-1(2H)-carboxylate CC1N(C(C=C(C1)OS(=O)(=O)C(F)(F)F)C)C(=O)OC(C)(C)C